molybdenum dithiocarbamate C(N)([S-])=S.[Mo+4].C(N)([S-])=S.C(N)([S-])=S.C(N)([S-])=S